naphthaline C1=CC=CC2=CC=CC=C12